N-(5-chloro-2-(4-methylbenzoyl)benzofuran-3-yl)-2-(4-methylpiperazin-1-yl)acetamide ClC=1C=CC2=C(C(=C(O2)C(C2=CC=C(C=C2)C)=O)NC(CN2CCN(CC2)C)=O)C1